IMIDAZOCHINOLIN N1C=NC=2C=CC=3C=CC=NC3C21